C[SiH](C)C.[I] iodine (trimethyl)silane